C(#N)[C@H]1N(CSC1)C(CNC(=O)C1=CC=NC2=CC=C(C=C12)N1CCC(CC1)OC(C)C)=O (R)-N-(2-(4-Cyanothiazolidin-3-yl)-2-oxoethyl)-6-(4-isopropoxypiperidin-1-yl)quinoline-4-carboxamide